6-bromo-1-(2,2,2-trifluoroethyl)-2-(trifluoromethyl)-1H-benzo[d]imidazole BrC=1C=CC2=C(N(C(=N2)C(F)(F)F)CC(F)(F)F)C1